4-bromo-N-(4-nitrophenyl)phthalazin-1-amine BrC1=NN=C(C2=CC=CC=C12)NC1=CC=C(C=C1)[N+](=O)[O-]